N'-(3-methacryloyloxy-2-hydroxypropyl)-p-phenylenediamine C(C(=C)C)(=O)OCC(CNC1=CC=C(C=C1)N)O